6-fluoro-4-(5-((R)-2-(5-fluoro-1H-benzo[d]imidazol-2-yl)propyl)bicyclo[2.2.1]heptan-2-yl)quinoline FC=1C=C2C(=CC=NC2=CC1)C1C2CC(C(C1)C2)C[C@@H](C)C2=NC1=C(N2)C=CC(=C1)F